FC(C=1C(=C(C=CC1)[C@@H](C)NC1=NN(C(C=2C1=CN(C(C2)=O)[C@@]2(COCC2)C(F)F)=O)C)F)F 4-(((R)-1-(3-(difluoromethyl)-2-fluorophenyl)ethyl)amino)-6-((S)-3-(difluoromethyl)tetrahydrofuran-3-yl)-2-methyl-2,6-dihydropyrido[3,4-d]pyridazine-1,7-dione